ClC1=CC=C(C=C1)CNCC=1C=CC=2N(C1)C=C(N2)CN2C(C1=CN=CC(=C1C=C2)C2=CC=CC=C2)=O 2-{[6-({[(4-chlorophenyl)methyl]amino}methyl)imidazo[1,2-a]pyridin-2-yl]methyl}-5-phenyl-1,2-dihydro-2,7-naphthyridin-1-one